C(C)(C)(C)N1N=CC(=C1C(=O)NOCC1=CC=C(C=C1)Cl)OC1=CC(=CC=C1)I 1-(tert-butyl)-N-((4-chlorobenzyl)oxy)-4-(3-iodophenoxy)-1H-pyrazole-5-carboxamide